N-methyl-N-(piperidin-4-yl)furo[3,2-c]pyridin-7-amine hydrochloride Cl.CN(C=1C2=C(C=NC1)C=CO2)C2CCNCC2